ethyl 6-hydroxy-7-iodo-1H-indazole-1-carboxylate OC1=CC=C2C=NN(C2=C1I)C(=O)OCC